α-Methylene-γ-valerolactone C=C1C(=O)OC(C1)C